(1-(tert-Butoxycarbonyl)-4-hydroxy-3,3-dimethylpiperidin-4-yl)-4-chloro-6-oxo-1,6-dihydropyridine-3-carboxylic acid C(C)(C)(C)OC(=O)N1CC(C(CC1)(O)N1C=C(C(=CC1=O)Cl)C(=O)O)(C)C